N-(5-(4-(hydroxymethyl-d)phenyl)-[1,2,4]triazolo[1,5-a]pyridin-2-yl)cyclopropanecarboxamide OC(C1=CC=C(C=C1)C1=CC=CC=2N1N=C(N2)NC(=O)C2CC2)[2H]